4,5-bis(trichloromethyl)-1,3-bis(trimethylsilyl)-imidazole-2-thione ClC(C=1N(C(N(C1C(Cl)(Cl)Cl)[Si](C)(C)C)=S)[Si](C)(C)C)(Cl)Cl